C(C1=CC=CC=C1)OCCOC=1C(=CC2=CN(N=C2C1)C1CCC(CC1)N1CCN(CC1)C(=O)OC(C)(C)C)N=C(C1=CC=CC=C1)C1=CC=CC=C1 tert-butyl 4-((1r,4r)-4-(6-(2-(benzyloxy)ethoxy)-5-((diphenylmethylene)amino)-2H-indazol-2-yl)cyclohexyl)piperazine-1-carboxylate